2-cyclopentyl-1,4-bis(α-hydroxyisopropyl)benzene C1(CCCC1)C1=C(C=CC(=C1)C(C)(C)O)C(C)(C)O